1-Dodecyl-4-propylpiperidinium acetat C(C)(=O)[O-].C(CCCCCCCCCCC)[NH+]1CCC(CC1)CCC